(Z)-N-((E)-1-aminoethylidene)-3-(4-chlorophenyl)-4-phenyl-N'-((3-(trifluoromethyl)phenyl)sulfonyl)-5,6-dihydropyridazine-1(4H)-carboximidamide N\C(\C)=N\C(=N\S(=O)(=O)C1=CC(=CC=C1)C(F)(F)F)\N1N=C(C(CC1)C1=CC=CC=C1)C1=CC=C(C=C1)Cl